(3-methoxybenzyl)(methyl)(((7-(5-(trifluoromethyl)-1,2,4-oxadiazol-3-yl)imidazo[1,2-a]pyridin-2-yl)methyl)imino)-λ6-sulfanone COC=1C=C(CS(=O)(=NCC=2N=C3N(C=CC(=C3)C3=NOC(=N3)C(F)(F)F)C2)C)C=CC1